(1R,3S)-3-(3-(2-(1-(7-(1-(2,6-dioxopiperidin-3-yl)-3-methyl-2-oxo-2,3-dihydro-1H-benzo[d]imidazol-4-yl)heptyl)-1H-pyrazol-4-yl)acetamido)-1H-pyrazol-5-yl)cyclopentyl isopropylcarbamate C(C)(C)NC(O[C@H]1C[C@H](CC1)C1=CC(=NN1)NC(CC=1C=NN(C1)CCCCCCCC1=CC=CC=2N(C(N(C21)C)=O)C2C(NC(CC2)=O)=O)=O)=O